benzyl-thioimidodicarbonic diamide C(C1=CC=CC=C1)NC(=S)NC(=O)N